FC1=C(CN2[C@@H](CCC2=O)CC(=O)N[C@@H](C(C)C)C(=O)OCCC(C)(C)C)C=CC=C1F 3,3-Dimethylbutyl (2-((S)-1-(2,3-difluorobenzyl)-5-oxopyrrolidin-2-yl)acetyl)-L-valinate